C(C)(C)(C)OC(=O)N1[C@@H]([C@@H]([C@H](C1)F)NC(C)=O)C(NC1=NC(=CC=C1)Br)=O (2S,3S,4S)-3-acetamido-2-(6-bromopyridin-2-ylcarbamoyl)-4-fluoropyrrolidine-1-carboxylic acid tert-butyl ester